5-[2-[4-(trifluoromethyl)anilino]phenyl]-1,3,4-oxadiazole FC(C1=CC=C(NC2=C(C=CC=C2)C2=NN=CO2)C=C1)(F)F